(3R)-3-(4-chlorophenyl)-2-[(5-chloropyridin-2-yl)methyl]-4-fluoro-6-(2-hydroxypropan-2-yl)-3-[(1-methylsulfonylcyclopropyl)methoxy]-2,3-dihydro-1H-isoindol-1-one ClC1=CC=C(C=C1)[C@@]1(N(C(C2=CC(=CC(=C12)F)C(C)(C)O)=O)CC1=NC=C(C=C1)Cl)OCC1(CC1)S(=O)(=O)C